1-(azetidine-3-yl)-4,4-difluoropiperidine hydrochloride Cl.N1CC(C1)N1CCC(CC1)(F)F